tert-butyl (1R,5S,6r)-6-[methyl (tert-butyl) carbamoyl]-3-azabicyclo[3.1.0]hexane-3-carboxylate CN(C(=O)C1[C@H]2CN(C[C@@H]12)C(=O)OC(C)(C)C)C(C)(C)C